6-Fluoro-1-methyl-4-[4-(5-methyl-1,3-benzoxazol-2-yl)piperidin-1-yl]-2-oxo-1,2-dihydro-quinoline-3-carbonitrile FC=1C=C2C(=C(C(N(C2=CC1)C)=O)C#N)N1CCC(CC1)C=1OC2=C(N1)C=C(C=C2)C